6-Chloro-N4-(5-methyl-1H-pyrazol-3-yl)-N2-(2,4-difluorophenyl)quinazoline-2,4-diamine ClC=1C=C2C(=NC(=NC2=CC1)NC1=C(C=C(C=C1)F)F)NC1=NNC(=C1)C